(1S,3R)-3-((5-amino-3-ethylpyrido[3,4-b]pyrazin-2-yl)amino)cyclopentan-1-ol NC1=NC=CC=2C1=NC(=C(N2)N[C@H]2C[C@H](CC2)O)CC